OC1=CC=C(OCC(=O)OCCCC)C=C1 butyl para-hydroxyphenoxyacetate